CCCOCCC Di(n-propyl) ether